FC1([C@@H](C1)C(=O)N1C2CN(CC1CC2)C2=NC=NN1C2=CC(=C1)C=1C=NN(C1)C)F ((S)-2,2-difluorocyclopropyl)(3-(6-(1-methyl-1H-pyrazol-4-yl)pyrrolo[2,1-f][1,2,4]triazin-4-yl)-3,8-diazabicyclo[3.2.1]octan-8-yl)methanone